5-(1-Ethyl-1H-1,2,3-triazol-4-yl)-3-(3-((2-((4-ethylpiperidin-1-yl)methyl)-1H-imidazol-1-yl)methyl)-4-methylphenyl)-2-methylpentanoic acid, Trifluoroacetic acid salt FC(C(=O)O)(F)F.C(C)N1N=NC(=C1)CCC(C(C(=O)O)C)C1=CC(=C(C=C1)C)CN1C(=NC=C1)CN1CCC(CC1)CC